(1S,2S)-N-((5-chloro-6-(thiazol-4-ylmethoxy)-1H-indol-2-yl)methyl)-2-fluorocyclopropane-1-carboxamide ClC=1C=C2C=C(NC2=CC1OCC=1N=CSC1)CNC(=O)[C@H]1[C@H](C1)F